1-(4-hydroxyphenyl)-3-phenylchalcone OC1=CC=C(C=C1)C1(CC(=CC=C1)C1=CC=CC=C1)\C=C\C(=O)C1=CC=CC=C1